FC1=C(C=CC(=C1)OC)[C@](C=1NC2=CC=CC=C2C1C1=CC=CC=C1)(C=1NC=CC1)C1=CC=CC=C1 (S)-2-((2-Fluoro-4-methoxyphenyl)(phenyl)(1H-pyrrol-2-yl)methyl)-3-phenyl-1H-indole